FC1=C(C=CC(=C1)C=1C=NC=C(C1)OC(C)C)NC(C(C)(C1=NC(=NC=C1)NS(=O)(=O)C)C)=O N-(2-fluoro-4-(5-isopropoxypyridin-3-yl)phenyl)-2-methyl-2-(2-(methylsulfonylamino)pyrimidin-4-yl)propionamide